CN1N=C(C=C1)S(=O)(=O)C=1C=C2C=NN(C(C2=CC1)=O)CC1=NN(C=C1)C1OCCCC1 6-((1-methyl-1H-pyrazol-3-yl)sulfonyl)-2-((1-(tetrahydro-2H-pyran-2-yl)-1H-pyrazol-3-yl)methyl)phthalazin-1(2H)-one